N2-{2-azaspiro[3.3]heptan-6-yl}-N4-(5-cyclopropyl-1H-pyrazol-3-yl)-N2-methylpyrimidine-2,4-diamine C1NCC12CC(C2)N(C2=NC=CC(=N2)NC2=NNC(=C2)C2CC2)C